FC=1C(=NC=CC1O)N1[C@H]([C@H](CC1)NS(=O)(=O)C)CO[C@@H]1CC[C@@H](CC1)C(C)C N-((2R,3S)-1-(3-fluoro-4-hydroxypyridin-2-yl)-2-((((CIS)-4-isopropylcyclohexyl)oxy)methyl)pyrrolidin-3-yl)methanesulfonamide